2-fluoro-3-(2-methylpyrimidin-4-yl)prop-2-en-1-one FC(C=O)=CC1=NC(=NC=C1)C